[Na+].FC1=CC=C(C(=O)[O-])C=C1 4-fluorobenzoic acid sodium salt